N-(2-(1,3-dioxoisoindolin-2-yl)ethyl)methanesulfonamide Methyl-5-[1-methyl-4-(trifluoromethyl)imidazol-2-yl]pyrazine-2-carboxylate COC(=O)C1=NC=C(N=C1)C=1N(C=C(N1)C(F)(F)F)C.O=C1N(C(C2=CC=CC=C12)=O)CCNS(=O)(=O)C